ClC=1C=CC2=C(C(=NO2)NCCCCOCCNC2=NC3=C(C4=CN=CC=C24)C=CC(=C3)C(=O)OC)C1 Methyl 5-((2-(4-((5-chlorobenzo[d]isoxazol-3-yl)amino)butoxy)ethyl)amino)benzo[c][2,6]naphthyridine-8-carboxylate